N-(4-carboxyphenyl)phthalimide C1=CC=C2C(=C1)C(=O)N(C2=O)C3=CC=C(C=C3)C(=O)O